1-chlorodifluoroethane ClC(C)(F)F